C(C)(=O)C1=C(C2=C(N=C(N=C2)NC2=NC=C(C=C2)N2CCN(CC2)C2=NC=C(C=C2)CO[Si](C)(C)C(C)(C)C)N(C1=O)C1CCCC1)C 6-acetyl-2-[[5-[4-[5-[[tert-butyl(dimethyl)silyl]oxymethyl]-2-pyridyl]piperazin-1-yl]-2-pyridyl]amino]-8-cyclopentyl-5-methyl-pyrido[2,3-d]pyrimidin-7-one